ClC=1C=CC(=C(C1)C1=CC2=C(OCCN2C2=CC(=NC=C2)NC(CCN2CCN(CC2)C)=O)C(=N1)C(=O)O)F 7-(5-Chloro-2-fluorophenyl)-1-{2-[3-(4-methylpiperazin-1-yl)propanamido]pyridin-4-yl}-1H,2H,3H-pyrido[3,4-b][1,4]oxazine-5-carboxylic acid